N-benzyl-2-(4-(3,4-difluorophenyl)-4-hydroxypiperidin-1-yl)-6-(1,3-dimethyl-1H-pyrazol-4-yl)isonicotinamide C(C1=CC=CC=C1)NC(C1=CC(=NC(=C1)C=1C(=NN(C1)C)C)N1CCC(CC1)(O)C1=CC(=C(C=C1)F)F)=O